C(CCCCCCC)C=1C(=C(C=CC1)OC(NC1CC(CC(C1)(C)C)(C)CNC(=O)OC1=C(C(=CC=C1)CCCCCCCC)CCCCCCCC)=O)CCCCCCCC 3-((dioctylphenoxy)carbonylamino-methyl)-3,5,5-trimethylcyclohexyl-carbamic acid (dioctylphenyl) ester